ClC=1C=NC2=C(C(=NC=C2C1N1[C@@H]2CCN([C@@H]2C1)C(=O)OCCCC)C1=CC=CC2=CC=C(C(=C12)C#C)F)F butyl (1R,5R)-6-(3-chloro-7-(8-ethynyl-7-fluoronaphthalen-1-yl)-8-fluoro-1,6-naphthyridin-4-yl)-2,6-diazabicyclo[3.2.0]heptane-2-carboxylate